COC1=C(CNC2=NC=3C(=CC=CC3C=3N2N=C(N3)[C@H]3CNCCC3)OC)C=CC(=C1)OC |r| (±)-N-(2,4-dimethoxybenzyl)-7-methoxy-2-(piperidin-3-yl)-[1,2,4]triazolo[1,5-c]quinazolin-5-amine